C(C)C1(OC2=CC=C(C=C2C(C1)=O)C1=NSC(=N1)C1=C(C=CC=C1)OC)CC 2,2-diethyl-6-(5-(2-methoxyphenyl)-1,2,4-thiadiazol-3-yl)chroman-4-one